5-bromo-1-(oxetan-3-yl)pyrazolo[4,3-b]pyridine BrC1=CC=C2C(=N1)C=NN2C2COC2